4-(5-(p-toluidino)pyridin-3-yl)2-hydroxybenzoic acid C1(=CC=C(C=C1)NC=1C=C(C=NC1)C1=CC(=C(C(=O)O)C=C1)O)C